(S)-Benzhydryl-2-(p-tolyl)propanoate C(C1=CC=CC=C1)(C1=CC=CC=C1)OC([C@@H](C)C1=CC=C(C=C1)C)=O